C(CCC)OC1=C(C(=C(C(=C1F)F)C1=NC(=C(C(=N1)C)C(=O)OC)C)F)F methyl 2-(4-butoxy-2,3,5,6-tetrafluorophenyl)-4,6-dimethylpyrimidine-5-carboxylate